(2-(3-(4-acetylpiperazin-1-yl)-5'-fluoro-1'-methyl-1H,1'H-[4,6'-biindazol]-1-yl)acetyl)glycylglycine C(C)(=O)N1CCN(CC1)C1=NN(C=2C=CC=C(C12)C1=C(C=C2C=NN(C2=C1)C)F)CC(=O)NCC(=O)NCC(=O)O